5-(3-(2,2-Difluoroethyl)-3H-imidazo[4,5-b]pyridin-5-yl)-N2-((3R,4S)-4-fluoro-1-(oxetan-3-yl)pyrrolidin-3-yl)pyrrolo[2,1-f][1,2,4]triazine-2,4-diamine FC(CN1C=NC=2C1=NC(=CC2)C=2C=CN1N=C(N=C(C12)N)N[C@@H]1CN(C[C@@H]1F)C1COC1)F